[N+](=O)([O-])C1=CC=C(C=N1)N1CCC(CC1)CC1=CC=C(C=C1)CO (4-((1-(6-nitropyridin-3-yl)piperidin-4-yl)methyl)phenyl)methanol